OC[C@H](NC(=O)C1=CC2=CC=CC(=C2C=C1)OC1=CC=C(C=C1)C(F)(F)F)C1CN(C1)C(=O)OC(C)(C)C tert-Butyl 3-[(1R)-2-hydroxy-1-[[5-[4-(trifluoromethyl)phenoxy]naphthalene-2-carbonyl] amino]ethyl]azetidine-1-carboxylate